FC=1C(=NC=C(C1)F)[C@H](C)NC([C@@H](CC(C)C)N1C(NC2=CC=CC=C2C1=O)=O)=O (R)-N-((S)-1-(3,5-difluoropyridin-2-yl)ethyl)-2-(2,4-dioxo-1,4-dihydroquinazolin-3(2H)-yl)-4-methylpentanamide